C12(C(CC(CC1)C2(C)C)O)C (-)-bornyl alcohol